bis(2,6-dimethyl-4-hydroxyphenyl)methane CC1=C(C(=CC(=C1)O)C)CC1=C(C=C(C=C1C)O)C